CC1=C(NC=2N=CC3=CC=NC=C3C21)C=2C=C(C(=O)OCC)C=CC2 ethyl 3-(9-methyl-7H-pyrrolo[2,3-c][2,6]naphthyridin-8-yl)benzoate